N-(4-(4-(2-(3,3-difluoropiperidin-1-yl)-6-methylpyrimidin-4-yl)-1H-pyrazol-1-yl)-3-(6-azaspiro[2.5]oct-6-yl)phenyl)-2-hydroxyethane-1-sulfonamide FC1(CN(CCC1)C1=NC(=CC(=N1)C=1C=NN(C1)C1=C(C=C(C=C1)NS(=O)(=O)CCO)N1CCC2(CC2)CC1)C)F